CC(C(=O)O)C(=O)C1=CC=C(C=C1)Cl methyl-3-(4-chlorophenyl)-3-oxopropanoic acid